[N+](=O)([O-])C1=CC=C(C=C1)C(C(=O)C1=CC=C(C=C1)[N+](=O)[O-])=O 1,2-bis(4-nitrophenyl)ethane-1,2-dione